(7-bromo-6-(2-chloro-5-fluorobenzoyl)-3-iodo-2-methyl-2H-indazol-5-yl)-3-fluoro-5-(trifluoromethyl)benzamide BrC1=C(C(=CC2=C(N(N=C12)C)I)C1=C(C(=O)N)C=C(C=C1F)C(F)(F)F)C(C1=C(C=CC(=C1)F)Cl)=O